2-(2-cyclopropyl-4-isopropyl-7-oxo-thiazolo[4,5-d]pyridazin-6-yl)-N-pyrimidin-4-yl-acetamide C1(CC1)C=1SC2=C(C(=NN(C2=O)CC(=O)NC2=NC=NC=C2)C(C)C)N1